2,6,13,16,19-pentaoxapentacyclo[18.4.4.47,12.01,20.07,12]dotriacontane C123OCCCOC45CCCCC4(OCCOCCOC1(CCCC2)CCCC3)CCCC5